C[C@H](CC)SC=1C=2N(C=C(C1)C=1C=NN(C1)[C@@H]1CNCCC1)N=CC2C#N 4-[(1R)-1-Methylpropyl]sulfanyl-6-[1-[(3S)-3-piperidyl]pyrazol-4-yl]pyrazolo[1,5-a]pyridine-3-carbonitrile